2-oxo-2-(3-(4-(trifluoromethyl)phenyl)azetidin-1-yl)acetic acid O=C(C(=O)O)N1CC(C1)C1=CC=C(C=C1)C(F)(F)F